tert-butyl 4-(2-amino-4-((trans-4-hydroxycyclohexyl)amino)-pyrimidin-5-yl)-5,6-dihydropyridine-1(2H)-carboxylate NC1=NC=C(C(=N1)N[C@@H]1CC[C@H](CC1)O)C1=CCN(CC1)C(=O)OC(C)(C)C